bis(4-methylphenyl)maleimide CC1=CC=C(C=C1)C1=C(C(=O)NC1=O)C1=CC=C(C=C1)C